CN(C)CC1(C(CCC1)C)CNC(=O)C1=CC2=C(S1)CCCCCC2 N-({1-[(Dimethylamino)methyl]-2-methylcyclopentyl}methyl)-4H,5H,6H,7H,8H,9H-cycloocta[b]thiophene-2-carboxamide